3-norbornanedimethanol tert-butyl-((1-(4-(trifluoromethoxy)phenyl)-4-(1-trityl-1H-imidazol-4-yl)-1H-pyrazolo[3,4-b]pyridin-3-yl)methyl)carbamate C(C)(C)(C)N(C(O)=O)CC1=NN(C2=NC=CC(=C21)C=2N=CN(C2)C(C2=CC=CC=C2)(C2=CC=CC=C2)C2=CC=CC=C2)C2=CC=C(C=C2)OC(F)(F)F.C21(CC(C(CC2)C1)CO)CO